tert-butyl 2-(3-cyanophenyl)-3-(3-methyl-1H-pyrrolo[2,3-b]pyridin-4-yl)-6,7-dihydropyrazolo[1,5-a]pyrazine-5(4H)-carboxylate C(#N)C=1C=C(C=CC1)C1=NN2C(CN(CC2)C(=O)OC(C)(C)C)=C1C1=C2C(=NC=C1)NC=C2C